3-(5-(3-bromo-2-iodo-5-methylbenzamido)-1H-pyrazol-1-yl)azetidine-1-carboxylic acid tert-butyl ester C(C)(C)(C)OC(=O)N1CC(C1)N1N=CC=C1NC(C1=C(C(=CC(=C1)C)Br)I)=O